4-(aminomethyl)-2-fluoro-N-(4-(4-(trifluoromethyl)piperidin-1-yl)phenyl)aniline NCC1=CC(=C(NC2=CC=C(C=C2)N2CCC(CC2)C(F)(F)F)C=C1)F